3-(3,3-difluoro-2-methylazetidin-1-yl)-1-((4-(1,1-difluoroethyl)phenyl)sulfonyl)-1H-indazole FC1(C(N(C1)C1=NN(C2=CC=CC=C12)S(=O)(=O)C1=CC=C(C=C1)C(C)(F)F)C)F